3-(1-benzyl-5-methyl-1,2,5,6-tetrahydropyridin-3-yl)benzo[d]isothiazole C(C1=CC=CC=C1)N1CC(=CC(C1)C)C1=NSC2=C1C=CC=C2